3-(3,4-Dihydroxyphenyl)-5-(3-fluorophenyl)isoxazole OC=1C=C(C=CC1O)C1=NOC(=C1)C1=CC(=CC=C1)F